5-((2R,5S)-5-methylpiperidin-2-yl)-2-(rac-(R)-1-methylpiperidin-3-yl)benzo[d]thiazole C[C@H]1CC[C@@H](NC1)C=1C=CC2=C(N=C(S2)[C@H]2CN(CCC2)C)C1 |&1:15|